2-Amino-N-[2,4-difluoro-5-[[5-(2,2,2-trifluoroethyl)pyridin-2-yl]carbamoyl]phenyl]-1,3-thiazole-5-carboxamide NC=1SC(=CN1)C(=O)NC1=C(C=C(C(=C1)C(NC1=NC=C(C=C1)CC(F)(F)F)=O)F)F